endo-N-(7-cyano-7-azabicyclo[2.2.1]heptan-2-yl)-1-(4-(trifluoromethyl)-2-pyrimidinyl)-2,3-dihydro-1H-indole-5-carboxamide C(#N)N1C2C(CC1CC2)NC(=O)C=2C=C1CCN(C1=CC2)C2=NC=CC(=N2)C(F)(F)F